C=CC=CC=CC=CCCCC(CCC)=O 12-pentadecatetraenal